CC1(OC2(CCN(CC2)C(=O)OC(C)(C)C)C=2C1=NC=CC2)C tert-Butyl 7,7-dimethylspiro[furo[3,4-b]pyridine-5,4'-piperidine]-1'-carboxylate